8-(4-methyl-3-(trifluoromethyl)piperazin-1-yl)pyrido[4,3-d]pyrimidin-7(6H)-one CN1C(CN(CC1)C=1C(NC=C2C1N=CN=C2)=O)C(F)(F)F